O1C(=CC=C1)C(=O)C1=C(C(=C2C=CC=CN12)N1C(C=CC=C1)=O)C=1OC=CC1 (3-(furan-2-carbonyl)-2-(furan-2-yl)indolizin-1-yl)pyridin-2(1H)-one